CC=1C=CC=C2[C@H](CCOC12)NC(=O)NC1=NN(C=C1)C1=CC=CC=C1 1-[(4S)-8-methylchroman-4-yl]-3-(1-phenylpyrazol-3-yl)urea